2-(p-chlorophenyl)-dimethoxypropane ClC1=CC=C(C=C1)C(C(OC)OC)C